CN1CCN(CC1)CC(C(=O)O)C1=CC=CC=C1 3-(4-methylpiperazin-1-yl)-2-phenylpropionic acid